2-[1-[2-[4-[3-[1-(5-chloropyrimidin-2-yl)-4-piperidinyl]propoxy]-2-fluoro-phenyl]acetyl]azetidin-3-yl]-N-[rac-(2s,3r,4r,5r)-2,3,4,5,6-pentahydroxyhexyl]acetamide ClC=1C=NC(=NC1)N1CCC(CC1)CCCOC1=CC(=C(C=C1)CC(=O)N1CC(C1)CC(=O)NC[C@@H]([C@H]([C@@H]([C@@H](CO)O)O)O)O)F |r|